C12C(C3CC(CC(C1)C3)C2)N2CCC(CC2)OC2=CC(=C(C=C2)NC2=NC=C(C(=N2)Cl)C(F)(F)F)OC N-(4-((1-(adamantan-2-yl)piperidin-4-yl)oxy)-2-methoxyphenyl)-4-chloro-5-(trifluoromethyl)pyrimidin-2-amine